C(CCCC1=CC(=C(C=C1C)O)C(C)(C)C)C1=CC(=C(C=C1C)O)C(C)(C)C 4,4'-butylene-bis-(2-t-butyl-5-methylphenol)